4-(4-aminophenoxy)-2-chlorophenylbenzenamine NC1=CC=C(OC2=CC(=C(C=C2)C2=C(C=CC=C2)N)Cl)C=C1